N1CCC(CC1)=CC=1SC(=CN1)C(=O)N 2-(piperidin-4-ylidenemethyl)thiazole-5-carboxamide